3-hydroxy-2-cyclobuten-1-one dicyclohexylammonium salt C1(CCCCC1)[NH2+]C1CCCCC1.OC1=CC(C1)=O